C(C)N1C=2C=C(C(=NC2C=CC1=O)NC1=C(C=CC=C1)C)NC(=O)C1=NSC2=C1C=C(C=C2)F N-(5-ethyl-6-oxo-2-(o-toluylamino)-5,6-dihydro-1,5-naphthyridin-3-yl)-5-fluorobenzo[d]isothiazole-3-carboxamide